((5-(benzyloxy)-1,2,3,4-tetrahydronaphthalen-2-yl)(propyl)amino)ethanol C(C1=CC=CC=C1)OC1=C2CCC(CC2=CC=C1)N(CCC)C(C)O